COC1=CC=C(CNCC2CC(NC3=CC=CC=C23)=O)C=C1 4-(((4-Methoxybenzyl)amino)methyl)-3,4-dihydroquinolin-2(1H)-one